COC1=CC=C(C=C1)CC1=C(C=CC(=C1C=1N=CN(C1)C)NCC1=CC=C(C=C1)C(F)(F)F)S(=O)(=O)N [(4-methoxyphenyl)methyl]-3-(1-methylimidazol-4-yl)-4-[[4-(trifluoromethyl)phenyl]methylamino]benzenesulfonamide